N[C@@H](CS)C(=O)O.[Se] selenium cysteine